tert-butyl 2-({3-[(1H-imidazol-1-yl)methyl]phenyl}amino)-5H,6H,7H,8H-pyrido[3,4-d]pyrimidine-7-carboxylate N1(C=NC=C1)CC=1C=C(C=CC1)NC=1N=CC2=C(N1)CN(CC2)C(=O)OC(C)(C)C